C(C)(=O)O.C(C)(=O)O.C1(CCCCC1)C1NCC(NC1)C1CCCCC1 2,5-Dicyclohexylpiperazine diacetate